2-methyl-8-(naphthalen-1-ylmethyl)-6-oxo-7-(pyrrolidine-1-carbonyl)-9-(3-(trifluoromethyl)phenyl)-3,4-dihydro-2H,6H-pyrido[1,2-e][1,2,5]thiadiazine-4-carboxylic acid 1,1-dioxide CN1S(C=2N(C(C1)C(=O)O)C(C(=C(C2C2=CC(=CC=C2)C(F)(F)F)CC2=CC=CC1=CC=CC=C21)C(=O)N2CCCC2)=O)(=O)=O